C(C)(C)C1=CC(=NN1)C(=O)N1CC2(CN(C2)C=O)C1 (6-(5-isopropyl-1H-pyrazole-3-carbonyl)-2,6-diazaspiro[3.3]heptan-2-yl)methanone